NCC1=CC2=C(C(N(C2)C2C(NC(CC2)=O)=O)=O)S1 3-(2-(aminomethyl)-6-oxo-4H-thieno[2,3-c]pyrrol-5(6H)-yl)piperidine-2,6-dione